O-(2-(tert-butylamino)-2-oxoethyl)-N-(pent-4-enoyl)-L-serine C(C)(C)(C)NC(COC[C@H](NC(CCC=C)=O)C(=O)O)=O